C(CCCCCC(=O)O)(=O)O.[NH4+].[NH4+] diammonium pimelic acid